[Br-].FC([N+]1=CC(=CC=C1)I)F 1-(difluoromethyl)-3-iodopyridinium bromide